ClC1=C(C=CC(=C1)Cl)C=1CCCC2=C(C1C1=CC=C(C=C1)N1CCC(CC1)C=O)C=CC(=C2)O 1-(4-(8-(2,4-dichlorophenyl)-3-hydroxy-6,7-dihydro-5H-benzo[7]annulen-9-yl)phenyl)piperidine-4-carbaldehyde